iron (III) oxoacetate perchlorate Cl(=O)(=O)(=O)[O-].O=CC(=O)[O-].[Fe+3]